Methyl 4-(5-methoxypenta-1,3-diyn-1-yl)-6-methylpicolinate COCC#CC#CC1=CC(=NC(=C1)C)C(=O)OC